FC1=C(NC(C2=CC(=CC=C12)F)=O)C 4,7-difluoro-3-methylisoquinolin-1(2H)-one